(S)-oxetan-2-ylcarbinol-13C O1[C@@H](CC1)[13CH2]O